COS(=O)(=O)C1=C(C=C(C=C1)C)C1CCN(CC1)C1=CC=C(C=2OCOC21)C(NC2C(NC(CC2)=O)=O)=O (1-(7-((2,6-dioxopiperidine-3-yl)carbamoyl)benzo[d][1,3]Dioxolan-4-yl)piperidin-4-yl)4-methylbenzenesulfonic acid methyl ester